2-(5-fluoro-2-(4-methyltetrahydro-2H-pyran-4-yl)phenyl)-2-(3-((5-(5,6,7,8-tetrahydro-1,8-naphthyridin-2-yl)pentyl)oxy)azetidin-1-yl)acetic acid FC=1C=CC(=C(C1)C(C(=O)O)N1CC(C1)OCCCCCC1=NC=2NCCCC2C=C1)C1(CCOCC1)C